OCCCN1N=CC(=C1)C=1N(C=CC1)S(=O)(=O)C1=CC=C(C)C=C1 2-(1-(3-hydroxypropyl)-1H-pyrazol-4-yl)-1-p-toluenesulfonyl-1H-pyrrole